OC1C2=NN=C(C=3C(=CC(=C(N4CCC[C@H]4CCCCC1)N3)C(F)(F)F)NC(OC(C)(C)C)=O)O2 tert-Butyl N-[(12R)-6-hydroxy-18-(trifluoromethyl)-22-oxa-3,4,16,21-tetraazatetracyclo[15.3.1.12,5.012,16]docosa-1(21),2,4,17,19-pentaen-20-yl]carbamate